BrC1=C(C=CC=C1)CCCC(=O)OC methyl 4-(2-bromophenyl)butanoate